N-(2,2-difluoroethyl)-2-(6-{1-[(4-ethylsulfonylaminocyclohexyl)methyl]azetidin-3-yl}pyrrolo[1,2-a]pyrazin-8-yl)-5-fluoro-N-(isopropyl)benzamide FC(CN(C(C1=C(C=CC(=C1)F)C=1C=C(N2C1C=NC=C2)C2CN(C2)CC2CCC(CC2)NS(=O)(=O)CC)=O)C(C)C)F